C(C)(=O)O[C@H]1[C@H](O[C@H]([C@@H]([C@H]1OC(C)=O)OC(C)=O)Cl)COC(C)=O (2R,3S,4S,5R,6S)-2-(acetoxymethyl)-6-chlorotetrahydro-2H-pyran-3,4,5-triyl triacetate